OC1C[C@H]2[C@@H]3CCC([C@@]3(C)CC[C@@H]2[C@]2(C=CC(C=C12)=O)C)O 6,17-dihydroxyandrost-1,4-dien-3-one